OCCNCCNCCN N-(2-hydroxyethyl)-N'-(2-aminoethyl)ethylenediamine